6-chloro-5-(2H-pyrazol-4-yl)-4-pyrimidinylamine ClC1=C(C(=NC=N1)N)C1=CNN=C1